(2S)-2-[(2S)-2-aminopropanamido]-N-[4-(hydroxymethyl)phenyl]propanamide N[C@H](C(=O)N[C@H](C(=O)NC1=CC=C(C=C1)CO)C)C